pyridin-1-ium-1-yl(4-((4-(trifluoromethoxy)phenyl)carbamoyl)benzoyl)amide [N+]1(=CC=CC=C1)[N-]C(C1=CC=C(C=C1)C(NC1=CC=C(C=C1)OC(F)(F)F)=O)=O